2-[(2S)-2-aminopropyl]-5-chloro-N-[(furan-2-yl)methyl]-3-methylthieno[3,2-b]pyridin-7-amine dihydrochloride Cl.Cl.N[C@H](CC1=C(C2=NC(=CC(=C2S1)NCC=1OC=CC1)Cl)C)C